N-((1-(3,3-Dimethylbutyl)piperidin-4-yl)methyl)-3,3-dimethyl-2,3-dihydro-1H-pyrrolo[3,2-b]pyridine-1-carboxamide CC(CCN1CCC(CC1)CNC(=O)N1CC(C2=NC=CC=C21)(C)C)(C)C